C(CCC)OB(CC)CC Butoxydiethylboron